diethyl 1-carbonate C(OCC)(OCC)=O